C(N)(=O)C1=C(NC(CCC(=O)O)=O)C=CC=C1F 4-(2-carbamoyl-3-fluoro-anilino)-4-oxo-butanoic acid